O1N=CC(=C1)C1=CC=C(C=C1)C1=NOC(C1)(O)C(F)(F)F 3-[4-(1,2-oxazol-4-yl)phenyl]-5-(trifluoromethyl)-4,5-dihydro-1,2-oxazol-5-ol